tert-Butyl 3,3-dimethyl-2,3-dihydro-1H-benzo[d][1,3]azasilole-1-carboxylate C[Si]1(CN(C2=C1C=CC=C2)C(=O)OC(C)(C)C)C